(±)-3-hydroxypyrrolidine-1-carboxylic acid tert-butyl ester C(C)(C)(C)OC(=O)N1C[C@@H](CC1)O |r|